(S)-3-(2',4'-difluoro-6-methoxybiphenyl-3-yl)-3-(3-(4-hydroxy-1-methyl-2-oxo-1,2-dihydropyridin-3-yl)ureido)propionic acid FC1=C(C=CC(=C1)F)C1=CC(=CC=C1OC)[C@H](CC(=O)O)NC(=O)NC=1C(N(C=CC1O)C)=O